[N+](=O)(OCCCC1CN(C1)S(=O)(=O)C1=CC(=C(C=C1)OCC)C=1NC(C2=C(N1)C(=NN2C)CCC)=O)[O-] 3-(1-((4-ethoxy-3-(1-methyl-7-oxo-3-propyl-6,7-dihydro-1H-pyrazolo[4,3-d]pyrimidin-5-yl) phenyl)sulfonyl)azetidin-3-yl)propyl nitrate